cis-3-((4-(1-Cyclohexyl-4-(4-fluorophenyl)-1H-imidazol-5-yl)pyrimidin-2-yl)amino)cyclobutan-1-ol C1(CCCCC1)N1C=NC(=C1C1=NC(=NC=C1)N[C@H]1C[C@H](C1)O)C1=CC=C(C=C1)F